C1=CC=C(C=C1)[C@H]([C@@H](C2=CC=CC=C2)N)N (1R,2R)-(-)-1,2-diphenylethylenediamine